OC=1C2=C(N=C(N1)NC(=O)OC)C(=NN2CC2=C(C=CC(=N2)C(=O)OC)OC)I methyl 6-((7-hydroxy-3-iodo-5-((methoxy-carbonyl)amino)-1H-pyrazolo[4,3-d]pyrimidin-1-yl)methyl)-5-methoxypicolinate